(4-(3-(3-fluoro-4-(trifluoromethoxy)phenyl)ureido)phenyl)sulfonamide FC=1C=C(C=CC1OC(F)(F)F)NC(NC1=CC=C(C=C1)S(=O)(=O)N)=O